N-(3-methyl-4-((1-methyl-1H-benzo[d][1,2,3]triazol-5-yl)oxy)phenyl)-6-(piperazin-1-yl)pyrimido[5,4-d]pyrimidin-4-amine hydrochloride Cl.CC=1C=C(C=CC1OC1=CC2=C(N(N=N2)C)C=C1)NC=1C2=C(N=CN1)C=NC(=N2)N2CCNCC2